N-(2-bromo-6-methoxypyridin-3-yl)-2-((4-fluoro-2-(pent-4-en-1-yl)phenyl)amino)-5-(trifluoromethyl)benzamide BrC1=NC(=CC=C1NC(C1=C(C=CC(=C1)C(F)(F)F)NC1=C(C=C(C=C1)F)CCCC=C)=O)OC